(E)-3-(2-(Furan-2-yl)-6-(trifluoromethyl)pyridin-3-yl)-N-(2-oxo-2,3-dihydro-1H-benzo[d]imidazol-4-yl)acrylamid O1C(=CC=C1)C1=NC(=CC=C1/C=C/C(=O)NC1=CC=CC=2NC(NC21)=O)C(F)(F)F